9,9,12,12-tetramethyleicosane CC(CCCCCCCC)(CCC(CCCCCCCC)(C)C)C